2-(5-aminopentyl)-benzotriazole NCCCCCN1N=C2C(=N1)C=CC=C2